10,10'-(2',3'-bis(4-(1-methyl-1H-benzo[d]imidazol-2-yl)phenyl)-[1,1':4',1''-terphenyl]-4,4''-diyl)bis(10H-phenoxazine) CN1C(=NC2=C1C=CC=C2)C2=CC=C(C=C2)C2=C(C=CC(=C2C2=CC=C(C=C2)C2=NC1=C(N2C)C=CC=C1)C1=CC=C(C=C1)N1C2=CC=CC=C2OC=2C=CC=CC12)C1=CC=C(C=C1)N1C2=CC=CC=C2OC=2C=CC=CC12